ClC=1C=CC(=C(C1)B(O)O)OCC 5-CHLORO-2-ETHOXYPHENYLBORONIC ACID